1,6-dihydroimidazo[4,5-d]Pyrrole N1C=NC2=C1CC=N2